C(C(C)O)O.[B] boron 1,2-propanediol